(R)-(3-aminopiperidin-1-yl)(2-(7-chloro-1-(4-methoxybenzyl)-1H-indol-2-yl)-3,4-dihydro-5-oxa-1,2a-diazaacenaphthylen-7-yl)methanone N[C@H]1CN(CCC1)C(=O)C=1C=C2OCCN3C(=NC(C1)=C32)C=3N(C2=C(C=CC=C2C3)Cl)CC3=CC=C(C=C3)OC